2-methyl-1H-1,3-benzodiazole-5-carboxamide CC1=NC2=C(N1)C=CC(=C2)C(=O)N